2-(4-(hydroxymethyl)pyrazolo[1,5-a]pyridin-2-yl)ethanecarboxylic acid OCC=1C=2N(C=CC1)N=C(C2)CCC(=O)O